N1N=CC=2C=NC(=CC21)NC2=CC(=NC=N2)NCC(CO)(F)F 3-((6-((1H-pyrazolo[4,3-c]pyridin-6-yl)amino)pyrimidin-4-yl)amino)-2,2-difluoropropan-1-ol